C(C)OC(C[C@@H](C=1C=C(C=CC1)C1=CC(=C(C=C1)F)C)N([C@H](C)C1=CC=CC=C1)CC1=CC=CC=C1)=O (S)-3-(benzyl-((R)-1-phenylethyl)amino)-3-(4'-fluoro-3'-methylbiphenyl-3-yl)propanoic acid ethyl ester